O=S1(CCN(CC1)CC=1C=C(C=CC1)C1=C(C(=C(C(=C1F)F)C=1C=C(C2=C(NC(=N2)C)C1)C(=O)O)F)F)=O 6-(3'-((1,1-dioxidothiomorpholino)methyl)-2,3,5,6-tetrafluoro-[1,1'-biphenyl]-4-yl)-2-methyl-1H-benzo[d]imidazole-4-carboxylic acid